(3-methyl-5,6,7,8-tetrahydro-[1,2,4]triazolo[4,3-a]pyridin-7-yl)methylamine CC1=NN=C2N1CCC(C2)CN